N,N-DIMETHYL(2-HYDROXYETHYL)AMMONIUM ACETATE C(C)(=O)[O-].C[NH+](C)CCO